tert-butyl (R)-7-(2-(2-((1-(tert-butoxycarbonyl)pyrrolidin-3-yl)(methyl)amino)ethoxy)ethyl)-3,4-dihydro-1,8-naphthyridine-1(2H)-carboxylate C(C)(C)(C)OC(=O)N1C[C@@H](CC1)N(CCOCCC1=CC=C2CCCN(C2=N1)C(=O)OC(C)(C)C)C